(7-methyl-2-((7-methyl-[1,2,4]triazolo[1,5-a]pyridin-6-yl)amino)-8-Oxo-7,8-dihydro-9H-purin-9-yl)tetrahydro-2H-pyran-4-carboxamide CN1C(N(C2=NC(=NC=C12)NC=1C(=CC=2N(C1)N=CN2)C)C2OCCC(C2)C(=O)N)=O